(R)-2-((1-(2-(4-(3-cyano-2-methylphenyl)piperazin-1-yl)-3,7-dimethyl-4-oxo-4H-pyrido[1,2-a]pyrimidin-9-yl)ethyl)amino)benzoic acid C(#N)C=1C(=C(C=CC1)N1CCN(CC1)C=1N=C2N(C(C1C)=O)C=C(C=C2[C@@H](C)NC2=C(C(=O)O)C=CC=C2)C)C